Methyl (R)-3-(6-(5-chloro-2-(((1R,2R)-4,4-difluoro-2-hydroxycyclohexyl)amino)pyrimidin-4-yl)-4-fluoro-1-isopropyl-1H-benzo[d]imidazol-2-yl)pyrrolidine-1-carboxylate ClC=1C(=NC(=NC1)N[C@H]1[C@@H](CC(CC1)(F)F)O)C=1C=C(C2=C(N(C(=N2)[C@H]2CN(CC2)C(=O)OC)C(C)C)C1)F